4-fluoro-2-(1,1,2,2-tetradeuterio-2-hydroxy-ethyl)benzonitrile FC1=CC(=C(C#N)C=C1)C(C(O)([2H])[2H])([2H])[2H]